7-(2,2-difluoroethoxy)-1-(4-(difluoromethoxy)phenyl)-6-fluoro-3-(2-methyl-2H-indazol-5-yl)-3,4-dihydroquinazolin-2(1H)-one FC(COC1=C(C=C2CN(C(N(C2=C1)C1=CC=C(C=C1)OC(F)F)=O)C1=CC2=CN(N=C2C=C1)C)F)F